Cl.Cl.CN1C[C@@H](CCC1)N (R)-1-methylpiperidin-3-amine dihydrochloride